5'-Benzoyl-2'-chloro-3',6-difluoro-5-(2-methoxyethoxy)-[1,1'-biphenyl]-2-carbonitrile C(C1=CC=CC=C1)(=O)C=1C=C(C(=C(C1)C=1C(=CC=C(C1F)OCCOC)C#N)Cl)F